FC(OC1=C(C(=NN1C)C(F)(F)F)CS(=O)(=O)C1=NOC(C1)(C)C)F 3-(5-difluoromethoxy-1-methyl-3-trifluoromethyl-1H-pyrazol-4-ylmethanesulfonyl)-5,5-dimethyl-2-isoxazoline